3-chloro-2-(chloromethyl)propionitrile ClCC(C#N)CCl